1-cyclopropyl-7-chloro-6-fluoro-4-oxo-1,4-dihydro[1,8]naphthyridine-3-carboxylic acid C1(CC1)N1C=C(C(C2=CC(=C(N=C12)Cl)F)=O)C(=O)O